2-fluoro-4-(trifluoromethyl)benzyl-Amide FC1=C(C[NH-])C=CC(=C1)C(F)(F)F